trans-hexahydro-2(3H)-benzofuranone O1C(C[C@H]2[C@H]1CCCC2)=O